isopropyl 2-oxopropionate O=C(C(=O)OC(C)C)C